1-Butyl-1-(4-methyl-4'-(2-(4-methylpiperazin-1-yl)ethyl)-[1,1'-biphenyl]-3-yl)thiourea C(CCC)N(C(=S)N)C=1C=C(C=CC1C)C1=CC=C(C=C1)CCN1CCN(CC1)C